FC=1C=CC(=NC1)C1=NN2C(COC(C2)(C([2H])([2H])[2H])C([2H])([2H])[2H])=C1C1=C2C(=NC=C1)NN=C2 2-(5-Fluoropyridin-2-yl)-6,6-bis(methyl-d3)-3-(1H-pyrazolo[3,4-b]pyridin-4-yl)-6,7-dihydro-4H-pyrazolo[5,1-c][1,4]oxazine